C(#N)[C@H]1N(CSC1)C(CNC(=O)C1=CC=NC2=CC=C(C=C12)N1CCC(CC1)(C1=CC=CC=C1)F)=O (R)-N-(2-(4-Cyanothiazolidin-3-yl)-2-oxoethyl)-6-(4-fluoro-4-phenylpiperidin-1-yl)-quinoline-4-carboxamide